C1(CCCC1)(C=O)C=O cyclopentanedial